Methyl 3-(3-(2-(phenylsulfonamido) benzo[d]thiazol-5-yl)ureido)benzoate C1(=CC=CC=C1)S(=O)(=O)NC=1SC2=C(N1)C=C(C=C2)NC(NC=2C=C(C(=O)OC)C=CC2)=O